ClC1=C(C=C(C=C1)NC(=O)N1C2CC(CC1C2)C(F)(F)F)[C@H]2C[C@](CC2)(C)O N-(4-chloro-3-((1R,3R)-3-hydroxy-3-methylcyclopentyl)phenyl)-3-(trifluoromethyl)-6-azabicyclo[3.1.1]heptane-6-carboxamide